(4aR,8aS)-6-[4-[(S or R)-(4-Fluorophenyl)-(3-methoxyphenyl)methyl]piperidine-1-carbonyl]-4,4a,5,7,8,8a-hexahydropyrido[4,3-b][1,4]oxazin-3-one FC1=CC=C(C=C1)[C@H](C1CCN(CC1)C(=O)N1C[C@@H]2[C@@H](OCC(N2)=O)CC1)C1=CC(=CC=C1)OC |o1:7|